1-bromo-2-(tert-butyl)benzene BrC1=C(C=CC=C1)C(C)(C)C